C(C)(C)(C)C1=CC(=NO1)NC(NC1=CC=C2/C(/C(NC2=C1)=O)=C/C1=C(C(=C(N1)C)NC(CCN1CCOCC1)=O)C)=O (Z)-N-(5-((6-(3-(5-(tert-butyl)isoxazol-3-yl)ureido)-2-oxindol-3-ylidene)methyl)-2,4-dimethyl-1H-pyrrol-3-yl)-3-morpholinopropionamide